C(C=C)N N-allylamine